(S)-(1-(6-(6-(Trifluoromethyl)imidazo[1,2-b]pyridazin-3-yl)pyrimidin-4-yl)piperidin-3-yl)methanol FC(C=1C=CC=2N(N1)C(=CN2)C2=CC(=NC=N2)N2C[C@H](CCC2)CO)(F)F